ClC=1C=C(C=CC1)C1=NC(=NC(=C1)C1=CC=CC=C1)C1=CC=C(C=C1)C=1C=CC2=C(OC3=C2C(=CC=C3)C3=CC=CC2=CC=CC=C32)C1 4-(3-chlorophenyl)-2-(4-(9-(naphthalen-1-yl)dibenzo[b,d]furan-3-yl)phenyl)-6-phenylpyrimidine